BrC=1C=C(C=CC1C(=O)N1C(CN(CC1)C)C1=CC=CC=C1)NC(=O)C1CC1 N-[3-bromo-4-(4-methyl-2-phenylpiperazine-1-carbonyl)phenyl]cyclopropanecarboxamide